(6S)-6-(3-Anilino-2-chloro-phenyl)-3-cyclohexyl-2-imino-6-methylhexahydropyrimidin-4-one N(C1=CC=CC=C1)C=1C(=C(C=CC1)[C@@]1(CC(N(C(N1)=N)C1CCCCC1)=O)C)Cl